CC=1C=CC(=NC1OC1CNCC1)NC1=CC2=C(C=N1)SC(=N2)C2=NC=CC=C2C 5-Methyl-N-[2-(3-methylpyridin-2-yl)-[1,3]thiazolo[5,4-c]pyridin-6-yl]-6-(pyrrolidin-3-yloxy)pyridin-2-amine